CC1=CC=C(C=C1)S(=O)(=O)O.ClC=1C=NC(=NC1)C1CNCC1 5-chloro-2-(pyrrolidin-3-yl)pyrimidine 4-methylbenzenesulfonate